OC1(C(NC2=C(C=CC=C12)C)=O)CC(=O)NC1(CCCCC1)C(=O)O 1-(2-(3-Hydroxy-7-methyl-2-oxoindolin-3-yl)acetamido)cyclohexane-1-carboxylic acid